tert-butyl 2-[3-[1-(2,6-dioxo-3-piperidyl)-3-methyl-2-oxo-benzimidazol-5-yl]pyrazol-1-yl]acetate O=C1NC(CCC1N1C(N(C2=C1C=CC(=C2)C2=NN(C=C2)CC(=O)OC(C)(C)C)C)=O)=O